Cl.NCCNS(=O)(=O)C=1C=2C=CN=CC2C=CC1 N-(2'-aminoethyl)isoquinoline-5-sulfonamide hydrochloride